N-(3-((2-chloro-5-(N-morpholinyl)pyrimidin-4-yl)amino)-4-fluorophenyl)acrylamide ClC1=NC=C(C(=N1)NC=1C=C(C=CC1F)NC(C=C)=O)N1CCOCC1